CC1=CN=C(O1)C1=CC=C(C=N1)N 6-(5-methyloxazol-2-yl)pyridin-3-amine